6-bromo-N-[2-(5,6-dimethoxypyridin-2-yl)ethyl]-N-(4-phenylbutan-2-yl)pyridine-2-carboxamide BrC1=CC=CC(=N1)C(=O)N(C(C)CCC1=CC=CC=C1)CCC1=NC(=C(C=C1)OC)OC